ClC1=NN=C2N1C1=CC=CC=C1C(=N2)N(C)C=2C=C(C=CC2)C2=CC(=C(C=C2)C(F)(F)F)Cl chloro-N-(3'-chloro-4'-(trifluoromethyl)-[1,1'-biphenyl]-3-yl)-N-methyl-[1,2,4]triazolo[4,3-a]quinazolin-5-amine